5-fluoro-ethyl-pyrimidin FC=1C=NC(=NC1)CC